CS(=O)(=O)[O-].[Sn+4].CS(=O)(=O)[O-].CS(=O)(=O)[O-].CS(=O)(=O)[O-] tin methanesulfonate salt